2-(methoxymethyl)imidazole COCC=1NC=CN1